3-(2-methoxyethyl)-7-nitroquinazolin-4(3H)-one COCCN1C=NC2=CC(=CC=C2C1=O)[N+](=O)[O-]